C(C(O)C)(=O)O.C(CCCCCCCCCCCCCCCCC)N stearyl-amine lactate